ClC1=C(C(=NC=2[C@@H]3CC[C@H](C12)C3)N3CC1(CN(C1)C(=O)OC(C)(C)C)CC3)C#N tert-butyl 6-((5S,8R)-4-chloro-3-cyano-5,6,7,8-tetrahydro-5,8-methanoquinolin-2-yl)-2,6-diazaspiro[3.4]octane-2-carboxylate